(S)-1-(8-((2-amino-3-chloropyridin-4-yl)thio)imidazo[1,5-a]pyrazin-5-yl)-4'H,6'H-spiro[piperidine-4,5'-pyrrolo[1,2-b]pyrazol]-4'-amine (trifluoroacetate) FC(C(=O)O)(F)F.NC1=NC=CC(=C1Cl)SC=1C=2N(C(=CN1)N1CCC3([C@@H](C=4N(N=CC4)C3)N)CC1)C=NC2